OC1C(CC2=CC=CC=C12)NC(=O)C1CC2(C1)CC(C2)NC(=O)NCC2=CC=C(C=C2)OC N-(1-hydroxy-2,3-dihydro-1H-inden-2-yl)-6-(3-(4-methoxybenzyl)ureido)spiro[3.3]heptane-2-carboxamide